C(C(=C)C)(=O)OC(C(C(CCC(F)(F)F)(F)F)(F)F)(F)F Nonafluorohexyl Methacrylate